C(C)OC([C@@H](CP(=O)(OCC)OCC)NC(=O)OC(C)(C)C)=O (S)-2-((tert-butoxycarbonyl)amino)-3-(diethoxy-phosphoryl)propionic acid ethyl ester